NC=1C(N(C=CC1)C)=O 3-amino-1-methyl-pyridin-2(1H)-one